FC(CN1C(=NC2=NC=C(C=C21)C=2C=CN1N=C(N=CC12)N[C@@H]1C[C@H](C1)COC)C)F 5-(1-(2,2-difluoroethyl)-2-methyl-1H-imidazo[4,5-b]pyridin-6-yl)-N-(trans-3-(methoxymethyl)cyclobutyl)pyrrolo[2,1-f][1,2,4]triazin-2-amine